ClC1=CCCCN1C(=O)Cl 6-chloro-3,4-dihydropyridine-1(2H)-carbonyl chloride